benzyl 3-fluoro-3-(methoxymethyl)pyrrolidine-1-carboxylate FC1(CN(CC1)C(=O)OCC1=CC=CC=C1)COC